C(CCC)[Sn](C=1C=NOC1)(CCCC)CCCC 4-(tributylstannyl)-1,2-oxazole